3-formyl-4-methoxybenzo[b]thiophene-2-carboxylic acid ethyl ester C(C)OC(=O)C1=C(C2=C(S1)C=CC=C2OC)C=O